NC1=NC=NC2=C(C=CC=C12)C(=O)NC1=C2C=CN=C(C2=CC=C1C)NC1=C(C=CC(=C1)Br)F 4-amino-N-(1-((5-bromo-2-fluorophenyl)amino)-6-methylisoquinolin-5-yl)quinazoline-8-carboxamide